COC=1C=C(CN(C=2C=C(CN3C(CNC(C3)=O)=O)C=CC2)C2=CC(=CC=C2)N2CCOCC2)C=CC1 1-(3-((3-methoxybenzyl)(3-morpholinophenyl)amino)benzyl)piperazine-2,5-dione